BrC=1C(=C(C=CC1)C(C(=O)NN)C)F 2-(3-bromo-2-fluoro-phenyl)propanehydrazide